5-((3S,4R)-3-(ethylamino)-4-fluoropyrrolidin-1-yl)-N-(8-methoxy-2-methylimidazo[1,2-a]pyrazin-6-yl)pyrazine-2-carboxamide C(C)N[C@H]1CN(C[C@H]1F)C=1N=CC(=NC1)C(=O)NC=1N=C(C=2N(C1)C=C(N2)C)OC